ClC1=CC(=C(C=C1)NC(=O)C=1C(=CC(=C(OC2CCC(CC2)(C(=O)OCC2=CC=CC3=CC=CC=C23)C)C1)F)OC)C(NCC1(CCC1)C)=O Naphthalen-1-ylmethyl (1s,4s)-4-(5-((4-chloro-2-(((1-methylcyclobutyl)methyl)carbamoyl)phenyl)carbamoyl)-2-fluoro-4-methoxyphenoxy)-1-methylcyclohexane-1-carboxylate